6-methoxy-7-(3-methoxypropoxy)quinazoline COC=1C=C2C=NC=NC2=CC1OCCCOC